5-bromo-4-fluoro-2-nitro-N-(propan-2-yl)aniline BrC=1C(=CC(=C(NC(C)C)C1)[N+](=O)[O-])F